CC(C)(COP(=O)([O-])OP(=O)([O-])OC[C@@H]1[C@H]([C@H]([C@@H](O1)N2C=NC3=C(N=CN=C32)N)O)OP(=O)([O-])[O-])[C@H](C(=O)NCCC(=O)NCCSC(=O)C[C@H](CCCCCCCCCCC(=O)[O-])O)O The molecule is an acyl-CoA oxoanion that is the pentaanion of (S)-3-hydroxytetradecanedioyl-CoA, arising from deprotonation of the phosphate, diphosphate and carboxylic acid functions; major species at pH 7.3. It is a conjugate base of a (3S)-hydroxytetradecanedioyl-CoA.